trans-diaminodicyclohexyl-methane NC(C1CCCCC1)(C1CCCCC1)N